C1=CC=CC=2C3=CC=CC=C3N(C12)C1=CC(=CC=C1)N1C2=CC=CC=C2C=2C=CC=CC12 1,3-bis(9H-carbazol-9-yl)-benzene